ClC=1C=CC(=NC1OC(F)F)N 5-chloro-6-(difluoromethoxy)pyridin-2-amine